OCC(C(CC1C(NCC1)=O)NC(=O)C1N(CC2C1CCC2)C(=O)C2(NC(CC2)=O)C2=CC=CC=C2)=O N-(4-hydroxy-3-oxo-1-(2-oxopyrrolidin-3-yl)butan-2-yl)-2-(5-oxo-2-phenylpyrrolidine-2-carbonyl)octahydrocyclopenta[c]pyrrole-1-carboxamide